ClC1=C(C=CC=C1)[C@H]1CC[C@H](N1C(C1=CC=C(C=C1)C=1C(=NC=NC1)OC)=O)C(=O)O (2S,5R)-5-(2-chlorophenyl)-1-(4-(4-methoxypyrimidin-5-yl)benzoyl)pyrrolidine-2-carboxylic acid